1,3-dichloro-5-methoxy-2-nitrobenzene ClC1=C(C(=CC(=C1)OC)Cl)[N+](=O)[O-]